dimethyl-4-phenylpyridine-3,5-dicarboxylate COC(=O)C=1C=NC=C(C1C1=CC=CC=C1)C(=O)OC